ClC=1C=C(C=C(C1F)Cl)C1(CC(=NO1)N1CC=2C=NC(=CC2C1)C(=O)NC(CC)CC)C(F)(F)F 2-(5-(3,5-dichloro-4-fluorophenyl)-5-(trifluoromethyl)-4,5-dihydroisoxazol-3-yl)-N-(pentan-3-yl)-2,3-dihydro-1H-pyrrolo[3,4-c]pyridine-6-carboxamide